CC1=CC=C(C=C1)COCCNC(C2=CC=CC=C2)C(C3=CC=CC=C3)[N-]S(=O)(=O)C4=CC=C(C=C4)C.Cl[Ru+] chloro[(S,S)-N-[2-(4-methylbenzyloxy)ethyl]-N'-(p-toluenesulfonyl)-1,2-diphenylethylenediamine]ruthenium(II)